ClC1=CC=2NC(N(C(C2C=N1)=O)C1=CN=CC2=CC=CC=C12)=O 7-chloro-3-(isoquinolin-4-yl)pyrido[4,3-d]pyrimidine-2,4(1H,3H)-dione